C(C)(C)(C)OC(=O)N(CC(=O)O)CC1=CC(=CC(=C1)C1=NC=CC=N1)Cl N-(tert-butoxycarbonyl)-N-(3-chloro-5-(pyrimidin-2-yl)benzyl)glycine